FC=1C(=NC=C(C1)F)N1N=NC(=C1)C(=O)N1[C@H](C2=CC=CC=C2[C@H](C1)C=1C=NN(C1Cl)C)C |r| [1-(3,5-Difluoro-2-pyridinyl)triazol-4-yl]-[rac-(1S,4S)-4-(5-chloro-1-methyl-pyrazol-4-yl)-1-methyl-3,4-dihydro-1H-isoquinolin-2-yl]methanone